FC=1C=C(C=C(C1N1C(CCC1)C)F)C=1N=C(SC1C)N 4-(3,5-difluoro-4-(2-methylpyrrolidin-1-yl)phenyl)-5-methylthiazol-2-amine